(S)-4-(difluoromethyl)-N-(2-(3,4-dimethylpiperazin-1-yl)-4-fluoro-5-(1,2,3,6-tetrahydropyridin-4-yl)phenyl)-6-oxo-1,6-dihydropyridine-3-carboxamide FC(C=1C(=CNC(C1)=O)C(=O)NC1=C(C=C(C(=C1)C=1CCNCC1)F)N1C[C@@H](N(CC1)C)C)F